C(C)OC(=O)[C@H]1NC(CC1)=O (S)-5-Oxopyrrolidine-2-carboxylic acid ethyl ester